2-[(4-bromo-3-fluorophenyl)sulfanyl]-1,1-diethoxyethaneN BrC1=C(C=C(C=C1)SC=C(OCC)OCC)F